tert-butyl (R)-9-(5-((3-cyano-6-(3-(3-methyl-2-oxoimidazolidin-1-yl)piperidin-1-yl)pyrazin-2-yl)amino)pyridin-2-yl)-3,9-diazaspiro[5.5]undecane-3-carboxylate C(#N)C=1C(=NC(=CN1)N1C[C@@H](CCC1)N1C(N(CC1)C)=O)NC=1C=CC(=NC1)N1CCC2(CCN(CC2)C(=O)OC(C)(C)C)CC1